FC1=C(C=C2C(=N1)C(=C(N2)C2=CC(=NC=C2)NC([C@H](C)C2=CC=C(C=C2)F)=O)C2=NC=CC=C2)C (2R)-N-{4-[5-Fluoro-6-methyl-3-(pyridin-2-yl)-1H-pyrrolo[3,2-b]pyridin-2-yl]pyridin-2-yl}-2-(4-fluorophenyl)propanamid